FC(C(C(C(C(C(F)(F)F)(F)F)(F)F)(F)F)(F)F)(S(=O)(=O)N)F Perfluorohexanesulfonamide